(S)-4-(1-(3-((3,5-dimethylphenyl)amino)-1-methyl-1H-indole-2-carboxamido)ethyl)Benzoic acid CC=1C=C(C=C(C1)C)NC1=C(N(C2=CC=CC=C12)C)C(=O)N[C@@H](C)C1=CC=C(C(=O)O)C=C1